3-chloro-6-fluoro-N-(5-methoxy-3,4,6-trimethylpyridin-2-yl)benzo[b]thiophene-2-carboxamide ClC=1C2=C(SC1C(=O)NC1=NC(=C(C(=C1C)C)OC)C)C=C(C=C2)F